[Br-].[Br-].[Hf+2].C1(C=CC=C1)C1=C(C(=N[Si](C)(C)C)N[Si](C)(C)C)C=CC=C1 cyclopentadienyl-[N,N'-bis(trimethylsilyl)benzamidine] hafnium dibromide